C(CCCCCCCCCC)(=O)C(C(O)(C(CCCCCCCCCC)=O)C(CCCCCCCCCC)=O)(O)CO tri(undecanoyl)glycerol